6-((trimethylsilyl)ethynyl)-2-oxaspiro[3.3]heptan-6-ol C[Si](C)(C)C#CC1(CC2(COC2)C1)O